[2,6-Bis(2-methoxy-1-naphthyl)phenyl]-bis[3,5-bis(trifluoromethyl)phenyl]phosphine COC1=C(C2=CC=CC=C2C=C1)C1=C(C(=CC=C1)C1=C(C=CC2=CC=CC=C12)OC)P(C1=CC(=CC(=C1)C(F)(F)F)C(F)(F)F)C1=CC(=CC(=C1)C(F)(F)F)C(F)(F)F